COC1=CC=C(C=C1)[C@H]1NC(N(C1=O)C(C(=O)N)C(C)C1=CC=CC=C1)=O 2-[(R)-4-(4-methoxy-phenyl)-2,5-dioxo-imidazolidin-1-yl]-3-phenyl-butyramide